CC1(CC(C1)N1[C@H]2CN(CC1CC2)C=2C=1N(N=CC2)C=C(C1)C=1C=NN(C1)C)C#N (1r,3r)-1-methyl-3-(3-(6-(1-methyl-1H-pyrazol-4-yl)pyrrolo[1,2-b]pyridazin-4-yl)-3,8-diazabicyclo[3.2.1]octan-8-yl)cyclobutane-1-carbonitrile